ClC1=NC(=C2C(=N1)N(N=C2)[C@@H]2O[C@@H]([C@@H]1[C@H]2OC(O1)(C)C)COCP(OCC)(OCC)=O)NC1CCCC1 diethyl ((((3aR,4R,6R,6aR)-6-(6-chloro-4-(cyclopentylamino)-1H-pyrazolo[3,4-d]pyrimidin-1-yl)-2,2-dimethyltetrahydrofuro[3,4-d][1,3]dioxol-4-yl)methoxy)methyl)phosphonate